ClC=1C(=CC(=C(C1)N1C(C=CC2=CC(=CC=C12)S(=O)(=O)NC1=NOC=C1)=O)OC)SC(F)(F)F (P)-1-(5-chloro-2-methoxy-4-((trifluoromethyl)thio)phenyl)-N-(isoxazol-3-yl)-2-oxo-1,2-dihydroquinoline-6-sulfonamide